C(C)(C)(C)OC(=O)N1N=C(C2=CC=C(C=C12)[C@@H]1C[C@@]12C(N(C1=CC=C(C=C21)OC)C(=O)OC(C)(C)C)=O)I tert-butyl (1R,2S)-2-(1-(tert-butoxycarbonyl)-3-iodoindazol-6-yl)-5'-methoxy-2'-oxospiro[cyclopropane-1,3'-indole]-1'-carboxylate